methyl 3-hydroxy-2-methylenebutyrate OC(C(C(=O)OC)=C)C